2-amino-1,3-thiazoline NC=1SCCN1